N(=[N+]=[N-])CC=1N=C(OC1)C1=CC(=C(C=C1)OC(F)F)OCC1CC1 4-(azidomethyl)-2-(3-(cyclopropylmethoxy)-4-(difluoromethoxy)phenyl)oxazole